[(2R,3R,4R)-4,5-diacetoxy-2-[(butanoylamino)methyl]tetra-hydrofuran-3-yl] acetate C(C)(=O)O[C@@H]1[C@H](OC([C@@H]1OC(C)=O)OC(C)=O)CNC(CCC)=O